BrCCCC(=O)NC1=NC=CC(=C1)Br 4-bromo-N-(4-bromopyridin-2-yl)butanamide